C(C1=CC=CC=C1)ON[C@@H]1CC[C@H](NC1)C(=O)OC methyl (2S,5R)-5-(N-benzyloxyamino)-piperidine-2-carboxylate